[Na+].S=C(CC)S(=O)(=O)[O-] sulfenyl-propanesulfonic acid sodium salt